O=C1NCC2=CC(=CC=C12)C(=O)N 1-OXO-ISOINDOLINE-5-CARBOXAMIDE